4-methyl-4-methoxypentyl acetate C(C)(=O)OCCCC(C)(OC)C